cesium diethanolamine dithiocarbamate C(N)([S-])=S.N(CCO)CCO.[Cs+]